(1S,2R)-2-(((2-(4'-Fluoro-2'-(4-methyl-4H-1,2,4-triazol-3-yl)-[1,1'-biphenyl]-3-yl)-1H-indol-5-yl)methyl)amino)cyclopentan-1-ol FC1=CC(=C(C=C1)C1=CC(=CC=C1)C=1NC2=CC=C(C=C2C1)CN[C@H]1[C@H](CCC1)O)C1=NN=CN1C